tris-(dimethylamino)methylphenol CN(C)C(N(C)C)(N(C)C)C1=C(C=CC=C1)O